BrCC#CC1=NC=C(C=C1)F 2-(3-bromoprop-1-yn-1-yl)-5-fluoropyridine